Ammonium sulfat S(=O)(=O)([O-])[O-].[NH4+].[NH4+]